N1(CCOCC1)C1=NC(=NC(=N1)N)C(C(C(F)(F)F)(F)F)(F)F 2-morpholinyl-4-amino-6-heptafluoropropyl-1,3,5-triazine